N-(pyridin-2-ylmethyl)-N-(m-tolyl)acetamide N1=C(C=CC=C1)CN(C(C)=O)C=1C=C(C=CC1)C